4-(trifluoromethyl)cyclohexan-1-ol FC(C1CCC(CC1)O)(F)F